N-(2-(dimethylamino)-2-(1-ethyl-1H-indazol-3-yl)ethyl)-1H-indole-6-sulfonamide CN(C(CNS(=O)(=O)C1=CC=C2C=CNC2=C1)C1=NN(C2=CC=CC=C12)CC)C